ClC1=NN(C=2CC3=C(C(C12)=O)C(=CC=C3)CC)C3OCCCC3 chloro-5-ethyl-1-(tetrahydro-2H-pyran-2-yl)-1H-benzo[f]indazol-4(9H)-one